3-(2-(4-(2-(3-fluoroazetidin-1-yl)ethyl)-5-methylpyridin-2-yl)-4-methylpentanamido)propanoic acid ethyl ester C(C)OC(CCNC(C(CC(C)C)C1=NC=C(C(=C1)CCN1CC(C1)F)C)=O)=O